(3-benzylcyclobutyl)(methyl)carbamic acid C(C1=CC=CC=C1)C1CC(C1)N(C(O)=O)C